(1S,2R,3R)-N-(7-chloro-6-(1-((3R,4R)-4-hydroxy-3-methyltetrahydrofuran-3-yl)piperidin-4-yl)isoquinolin-3-yl)-2-methyl-3-(pyridin-2-yl)cyclopropane-1-carboxamide ClC1=C(C=C2C=C(N=CC2=C1)NC(=O)[C@H]1[C@@H]([C@H]1C1=NC=CC=C1)C)C1CCN(CC1)[C@@]1(COC[C@@H]1O)C